methylenemagnesium succinate C(CCC(=O)[O-])(=O)[O-].C=[Mg+2]